(S)-(1-(3-bromo-1H-pyrazol-1-yl)propan-2-yl)carbamic acid tert-butyl ester C(C)(C)(C)OC(N[C@H](CN1N=C(C=C1)Br)C)=O